C(=O)O.O1C(CNCNC(CCCCCCCCCCCCC1)=O)=O 1-oxa-4,6-diazacycloeicosane-2,7-dione formate